Nonane-2,4,6,8-tetraene CC=CC=CC=CC=C